P(=O)([O-])([O-])[O-].[Ti+4].[Al+3].[Li+] lithium aluminum titanium phosphate